BrC1=NC=CC(=N1)C#N 2-bromo-pyrimidine-4-carbonitrile